5-(6-(2-(7-ethyl-6-oxo-5,6-dihydro-1,5-naphthyridin-3-yl)propan-2-yl)-2,6-diazaspiro[3.3]heptan-2-yl)-N-methylpicolinamide C(C)C=1C(NC=2C=C(C=NC2C1)C(C)(C)N1CC2(CN(C2)C=2C=CC(=NC2)C(=O)NC)C1)=O